NCCNC(=O)C=1N=CSC1 N-(2-Aminoethyl)thiazole-4-carboxamide